(5S,8S)-8-(allyloxy)-N-(2-(((tert-butyl-dimethylsilyl)oxy)methyl)-4,6-dichlorobenzyl)-5-fluoro-5,6,7,8-tetrahydroquinoline-5-carboxamide C(C=C)O[C@H]1CC[C@](C=2C=CC=NC12)(C(=O)NCC1=C(C=C(C=C1Cl)Cl)CO[Si](C)(C)C(C)(C)C)F